O1C(OCC2C1CCCC2)=O hexahydro-1,3-benzodioxan-2-one